3-methylbenzaldehyde O-(2-((1S,3S)-3-acetyl-2,2-dimethylcyclobutyl)acetyl) oxime C(C)(=O)[C@@H]1C([C@@H](C1)CC(=O)ON=CC1=CC(=CC=C1)C)(C)C